5-bromo-7-(hydroxymethyl)isoquinolin-1(2H)-one BrC1=C2C=CNC(C2=CC(=C1)CO)=O